silver-gold-zirconium [Zr].[Au].[Ag]